BrC1=CC2=C(C(=CC=3C(C=4C=C(C=CC4C23)C)(C)C)O)C=C1 2-bromo-7,7,9-trimethyl-7H-benzo[c]fluoren-5-ol